1-oxo-1,2,3,4-tetrahydroisoquinoline-6-carboxamide O=C1NCCC2=CC(=CC=C12)C(=O)N